FC(C=1C(=C(C=CC1)[C@@H](C)NC1=NN=C(C=2C1=CN(C(C2)=O)C(C(=O)O)C)C)F)F 2-(4-(((R)-1-(3-(difluoromethyl)-2-fluorophenyl)ethyl)amino)-1-methyl-7-oxopyrido[3,4-d]pyridazin-6(7H)-yl)propanoic acid